2-(2-(tert-butyldimethylsilyloxy)-1-(6-oxo-5-(trifluoromethyl)-1,6-dihydropyridin-3-yl)ethoxy)isoindoline-1,3-dione [Si](C)(C)(C(C)(C)C)OCC(ON1C(C2=CC=CC=C2C1=O)=O)C1=CNC(C(=C1)C(F)(F)F)=O